1-(3-(4-amino-5-(7-methoxy-5-methylbenzothien-2-yl)-7H-pyrrolo[2,3-d]pyrimidin-7-yl)azetidin-1-yl)prop-2-en-1-one NC=1C2=C(N=CN1)N(C=C2C=2SC1=C(C2)C=C(C=C1OC)C)C1CN(C1)C(C=C)=O